2-Methoxy-N-(2-(furan-2-yl)-5-((methylamino)methyl)phenyl)benzenesulfonamide COC1=C(C=CC=C1)S(=O)(=O)NC1=C(C=CC(=C1)CNC)C=1OC=CC1